C(C)C1OC1(C1=CC=CC=C1)C ethyl-3-methyl-3-phenyloxirane